C(C1=CC=CC=C1)O[C@@H]1[C@@H](CC1)O Cis-2-(benzyloxy)cyclobutan-1-ol